C1(CCCC1)(N)N R-cyclopentanediamine